CC(C)OC1=CC=C(C(=O)NC=2C=CC=C3C=CC(=NC23)C)C=C1 4-(1-methylethoxy)-N-(2-methyl-8-quinolinyl)-benzamide